FC1=C2C(=NNC2=CC(=C1)F)CCN(C)CC 2-(4,6-difluoro-1H-indazol-3-yl)-N-ethyl-N-methylethan-1-amine